2-(phenyl-amino)cyclobut-1-ene C1(=CC=CC=C1)NC1=CCC1